BrC=1N=C(N(C1)S(=O)(=O)N(C)C)C 4-bromo-N,N,2-trimethyl-1H-imidazole-1-sulfonamide